FC(CN1N=C(C=C1)[C@H](O)C1=CC=NC=C1)F |r| (rac)-(1-(2,2-difluoroethyl)-1H-pyrazol-3-yl)(pyridin-4-yl)methanol